C(CCC)N1C(N(C(C(C1=O)=C(N)N)=O)C1CCC2(CC3(C(N(C(N3CCO)=O)CC)=O)C2)CC1)=O Butyl-5-(diaminomethylene)-3-(3-ethyl-1-(2-hydroxyethyl)-2,4-dioxo-1,3-diazadispiro[4.1.57.15]tridecan-10-yl)pyrimidine-2,4,6(1H,3H,5H)-trione